OC=1C=C(C=CC1O)CCC(=O)O 3,4-dihydroxybenzenepropionic acid